ClC=1C(=CC2=C(N=C(N=C2SC)C)N1)C1CCS(CC1)(=O)=O 4-(7-chloro-2-methyl-4-(methylthio)pyrido[2,3-d]pyrimidin-6-yl)tetrahydro-2H-thiopyran 1,1-dioxide